N[C@H](C(=O)NC=1SC=C(N1)C1=CC=CC=C1)CCS(=O)(=O)C (2S)-2-amino-4-methylsulfonyl-N-(4-phenylthiazol-2-yl)butanamide